6-chloro-3-methyl-2-[[5-(trifluoromethyl)-2-pyridyl]methyl]naphthalene-1,4-dione ClC=1C=C2C(C(=C(C(C2=CC1)=O)CC1=NC=C(C=C1)C(F)(F)F)C)=O